NC1=CC(=C2OC(CCCCC[C@](C3=NN=C(C1=N2)O3)(O)C(F)(F)F)CC3=CC(=CC=C3)C(C)(C)C)C(F)(F)F (6R)-17-amino-12-[(3-tert-butylphenyl)methyl]-6,15-bis(trifluoromethyl)-13,19-dioxa-3,4,18-triazatricyclo(12.3.1.12,5)nonadeca-1(18),2,4,14,16-pentaen-6-ol